C(C)OC1=CN=CC(=N1)C1=CC(=C(C(=C1)F)N1CCC(CC1)CC(=O)O)F 2-[1-[4-(6-ethoxypyrazin-2-yl)-2,6-difluoro-phenyl]-4-piperidinyl]acetic acid